3-bromo-9-ethyl-6,6-dimethyl-8-(4-oxopiperidin-1-yl)-5,6-dihydro-11H-benzo[b]carbazole BrC1=CC=C2C=3CC4=C(C(C3NC2=C1)(C)C)C=C(C(=C4)CC)N4CCC(CC4)=O